COC=1C=C2CCN(CC2=CC1NC1=NC=C2C(=N1)N(N=C2)C2CCC(CC2)CO[Si](C(C)C)(C(C)C)C(C)C)C(=O)OC(C)(C)C tert-butyl 6-methoxy-7-[[1-[4-(triisopropylsilyloxymethyl)cyclohexyl]pyrazolo[3,4-d]pyrimidin-6-yl]amino]-3,4-dihydro-1H-isoquinoline-2-carboxylate